CC1=C(C=CC=C1)N1N=CC(=C1)C=1CCN(CC1)C(=O)OC(C)(C)C Tert-Butyl 4-[1-(2-methylphenyl)-1H-pyrazol-4-yl]-3,6-dihydropyridine-1(2H)-carboxylate